CC1=C(CNC2=NC(=NC=C2C(=O)N)NC=2C=NN(C2)C)C=CC(=C1)F 4-((2-methyl-4-fluorobenzyl)amino)-2-((1-methyl-1H-pyrazol-4-yl)amino)pyrimidin-5-carboxamide